Cl.ClC1=C(C=C(C=C1)C#N)C=1C=C2C(=NN(C2=CC1)C(=O)OCCOC)NC(=O)[C@H]1CNCCC1 2-Methoxyethyl 5-(2-chloro-5-cyanophenyl)-3-{[(3R)-piperidin-3-ylcarbonyl]amino}-1H-indazole-1-carboxylate hydrochloride